[I-].C(C)(C)(C)OC(=O)N1CCC(CC1)C[Zn+] ((1-(tert-Butoxycarbonyl)piperidin-4-yl)methyl)zinc (II) iodide